2-(4-(2-((4-(Bis((Z)-2-hydroxyoctadec-9-en-1-yl)amino)butyl)disulfaneyl)ethyl)piperazin-1-yl)ethyl 4-(bis((Z)-2-hydroxyoctadec-9-en-1-yl)amino)butanoate OC(CN(CCCC(=O)OCCN1CCN(CC1)CCSSCCCCN(CC(CCCCCC\C=C/CCCCCCCC)O)CC(CCCCCC\C=C/CCCCCCCC)O)CC(CCCCCC\C=C/CCCCCCCC)O)CCCCCC\C=C/CCCCCCCC